N-[5-(3,5-Dichlorophenyl)-1-(dimethylamino)-2-naphthyl]chromane-4-carboxamide ClC=1C=C(C=C(C1)Cl)C1=C2C=CC(=C(C2=CC=C1)N(C)C)NC(=O)C1CCOC2=CC=CC=C12